4-{5-[(1S,2S)-2-fluorocyclopropyl]-1,2,4-oxadiazol-3-yl}-4-methylpiperidine hydrochloride Cl.F[C@@H]1[C@@H](C1)C1=NC(=NO1)C1(CCNCC1)C